O.O.O[C@H]1C[C@H]2C[C@@H]([C@H]3[C@@H]4CC[C@H]([C@@H](CCC(=O)NCCS(=O)(=O)O)C)[C@]4(CC[C@@H]3[C@]2(CC1)C)C)O 2-[(3α,7β-dihydroxy-24-oxo-5β-cholan-24-yl)amino]ethanesulfonic acid, dihydrate